azidoacetone N(=[N+]=[N-])CC(C)=O